NC1=C2N=C(N(C2=NC(=N1)S(=O)(=O)C)CC=1C=CC(=C(COC=2C=C(C=CC2)CO)C1)OC)C(F)(F)F (3-((5-((6-amino-2-(methylsulfonyl)-8-(trifluoromethyl)-9H-purin-9-yl)methyl)-2-methoxybenzyl)oxy)phenyl)methanol